6-(4-(piperidin-1-yl)but-1-yn-1-yl)pyridine N1(CCCCC1)CCC#CC1=CC=CC=N1